C(CC)C1=CC=C(C(=O)O)C=C1 p-propyl-benzoic acid